COC1=C(C=C(C(=O)O)C=C1)S(NC1=C(C=CC(=C1)C(F)(F)F)C1=CSC=C1)(=O)=O 4-methoxy-3-(N-(2-(thiophen-3-yl)-5-(trifluoromethyl)phenyl)sulfamoyl)benzoic Acid